4-[7-(6-Chloro-3-fluoropyridin-2-yl)-1H,2H,3H-pyrido[3,4-b][1,4]oxazin-1-yl]pyridin-2-amine ClC1=CC=C(C(=N1)C1=CC2=C(OCCN2C2=CC(=NC=C2)N)C=N1)F